N-(5-(5-(4,4-difluoropiperidin-1-carbonyl)-1H-pyrrolo[2,3-b]pyridin-1-yl)pyridin-3-yl)cyclopropanesulfonamide 2-[1-(3,3-dimethyl-1-cyclopenten-1-yl)ethoxy]-2-methylpropyl-propionate CC1(C=C(CC1)C(C)OC(COC(CC)=O)(C)C)C.FC1(CCN(CC1)C(=O)C=1C=C2C(=NC1)N(C=C2)C=2C=C(C=NC2)NS(=O)(=O)C2CC2)F